1-(6-thenoyl-9-ethylcarbazol-3-yl)-(3-cyclohexyl)-propane-1,2-dione C1(=CC=CS1)C(=O)C=1C=C2C=3C=C(C=CC3N(C2=CC1)CC)C(C(CC1CCCCC1)=O)=O